ClC1=C(C=CC=C1OC=1C(=C(C=CC1)C1=C(C(=CC=C1)OCCN1CCOCC1)C)Cl)C1=C(C(=CC=C1)OCCN1CCOCC1)C 2-chloro-2'-methyl-3'-(2-morpholinoethoxy)-[1,1'-biphenylyl] ether